COC[C@@]1(N2CCC(C1=O)CC2)COC(=O)NCC(=O)OC[C@]2(N1CCC(C2=O)CC1)COC ((1S,2R,4S)-2-(methoxymethyl)-3-oxoquinuclidin-2-yl)methyl ((((1S,2R,4S)-2-(methoxymethyl)-3-oxoquinuclidin-2-yl)methoxy)carbonyl)glycinate